C(C)(=O)N1CC2(C1)CN(C2)C2=CC=C(C=C2)C2=CC(=C1CN(C(C1=C2)=O)C(C(=O)NC=2SC=CN2)C2=C1N(C=N2)CCC1)F 2-[6-[4-(2-acetyl-2,6-diazaspiro[3.3]heptan-6-yl)phenyl]-4-fluoro-1-oxo-isoindolin-2-yl]-2-(6,7-dihydro-5H-pyrrolo[1,2-c]imidazol-1-yl)-N-thiazol-2-yl-acetamide